N-([1,1'-biphenyl]-4-yl)dibenzo[b,d]furan-1-amine C1(=CC=C(C=C1)NC1=CC=CC=2OC3=C(C21)C=CC=C3)C3=CC=CC=C3